FC=1C=C(CN2N=C(C=C2)C=2C=C(C=CC2NCCS(=O)(=O)NC)C2=CC=C(C=C2)C(F)(F)F)C=CC1 2-((3-(1-(3-fluorobenzyl)-1H-pyrazol-3-yl)-4'-(trifluoromethyl)-[1,1'-biphenyl]-4-yl)amino)-N-methylethane-1-sulfonamide